C(C)O[Si](CCCN1NN=NC1=C1N=NN=N1)(OCC)OCC 1-[3-(triethoxysilyl)propyl]-5,5'-bi(1,2,3,4-tetrazole)